C(C)C=1C=C(C=CC1N)C1=CC=C(N)C=C1 3-ethylbenzidine